CC1(C(C(C2=CC(=C(C=C12)C)C(C)=O)C(C)C)C)C 1-[2,3-dihydro-1,1,2,6-tetramethyl-3-(1-methylethyl)-1H-5-indenyl]ethanon